NCCCNC(=O)C1CC(CC1)C(F)(F)C1=CC(=NC(=C1)N1CCN(CC1)S(=O)(=O)C1=CC=C(C=C1)N1C(C[C@H](C1)N)=O)Cl N-(3-aminopropyl)-3-[[2-chloro-6-[4-[4-[(4R)-4-amino-2-oxo-pyrrolidin-1-yl]phenyl]sulfonylpiperazin-1-yl]-4-pyridinyl]-difluoro-methyl]cyclopentanecarboxamide